FC1=C(C=CC(=C1)F)C(C)N1N=CC(=C1)[N+](=O)[O-] 1-(1-(2,4-difluorophenyl)ethyl)-4-nitro-1H-pyrazole